5-bromo-N-((1r,4r)-4-methoxycyclohexyl)-3-nitropyridin-2-amine BrC=1C=C(C(=NC1)NC1CCC(CC1)OC)[N+](=O)[O-]